((2-fluoro-6,8-bis(methoxymethoxy)naphthalen-1-yl)ethynyl)triisopropylsilane FC1=C(C2=C(C=C(C=C2C=C1)OCOC)OCOC)C#C[Si](C(C)C)(C(C)C)C(C)C